ClC=1C(=CC2=C(C=3N([C@@H](CO2)C(C)C)C=C(C(C3)=O)C(=O)O)C1)OC (R)-2-Chloro-7-isopropyl-3-methoxy-11-oxo-6,7-dihydro-11H-benzo[f]pyrido[1,2-d][1,4]oxazepine-10-carboxylic acid